BrCC1=CN(C2=CC=C(C=C12)I)C(=O)OC(C)(C)C tert-butyl 3-(bromomethyl)-5-iodo-1H-indole-1-carboxylate